ClC=1C=C2C(=NC1)C(=CO2)C2=CC(=CC=C2)C(F)(F)F 6-chloro-3-(3-(trifluoromethyl)phenyl)furo[3,2-b]pyridine